1,4-Epoxy-butane C1CCCO1